5-{5-[3-(trifluoromethyl)-4-{[(2S)-1,1,1-trifluoropropan-2-yl]oxy}phenyl]-1,2,4-oxadiazol-3-yl}-1H-benzimidazole FC(C=1C=C(C=CC1O[C@H](C(F)(F)F)C)C1=NC(=NO1)C1=CC2=C(NC=N2)C=C1)(F)F